1-(2-((4-(5-(3,3-difluoropyrrolidin-1-yl)pyridin-3-yl)-1H-1,2,3-Triazol-1-yl)methyl)imidazo[1,2-a]pyridin-6-yl)-N-((3-fluorobicyclo[1.1.1]pentan-1-yl)methyl)methyl-amine FC1(CN(CC1)C=1C=C(C=NC1)C=1N=NN(C1)CC=1N=C2N(C=C(C=C2)CNCC23CC(C2)(C3)F)C1)F